COC(/C(=N/OC)/C1=C(C=CC=C1)CCl)=O E-2-(2-chloromethylphenyl)-2-methoxyiminoacetic acid methyl ester